1,5-dimethyl-quinol CC1(O)CC=C(O)C(=C1)C